O=C1N(C(CC1)=O)OC(=O)C1=CC=NN1C(C)C isopropyl-1H-pyrazole-5-carboxylic acid 2,5-dioxopyrrolidin-1-yl ester